[2-Amino-4-(trifluoromethoxy)phenyl]-[4-(2-morpholino-3H-imidazo[4,5-b]pyridin-7-yl)-1-piperidyl]methanone NC1=C(C=CC(=C1)OC(F)(F)F)C(=O)N1CCC(CC1)C1=C2C(=NC=C1)NC(=N2)N2CCOCC2